C1(CCC1)N(C(OC(C)(C)C)=O)[C@H]1CN(CC1)C=1N=NC(=CC1)C1=C(C=C(C(=C1)F)N1C=NC(=C1)C)OCOC tert-butyl N-cyclobutyl-N-[(3R)-1-{6-[5-fluoro-2-(methoxymethoxy)-4-(4-methylimidazol-1-yl)phenyl]pyridazin-3-yl}pyrrolidin-3-yl]carbamate